(4-trifluoromethylphenyl-imino)-4-(3,4-difluorophenyl)thiazole FC(C1=CC=C(C=C1)N=S1C=NC(=C1)C1=CC(=C(C=C1)F)F)(F)F